ClC1=NC=C(C(=C1)N=C(C1=CC=CC=C1)C1=CC=CC=C1)F Chloro-N-(diphenylmethylene)-5-fluoropyridin-4-amine